1-METHYL-1H-PYRROLE-3-CARBOXYLIC ACID CN1C=C(C=C1)C(=O)O